C(C)C1(C(=NC2=C(C=C(C=C12)[N])F)C)CC (3,3-diethyl-7-fluoro-2-methyl-3H-indol-5-yl)-nitrogen